2-Chloro-3-fluorobenzoic acid ClC1=C(C(=O)O)C=CC=C1F